BrC1=CNC2=C1N=NC(=C2)C=2C(=NC(=NC2)OC)OC 7-bromo-3-(2,4-dimethoxypyrimidin-5-yl)-5H-pyrrolo[3,2-c]pyridazine